Methyl 4-amino-1-(4-acetylphenyl)-2-oxo-7-(trifluoromethyl)-1,2-dihydroquinoline-3-carboxylate NC1=C(C(N(C2=CC(=CC=C12)C(F)(F)F)C1=CC=C(C=C1)C(C)=O)=O)C(=O)OC